1-(3,4-Dihydroisoquinolin-5-yl)-N2,N2-dimethylethane-1,2-diamine C1=NCCC2=C(C=CC=C12)C(CN(C)C)N